NC1=NC=CC2=CC=C(C=C12)C=1C=C2C(=NC1)N(N=C2COC2=C(C=CC=C2)CC(=O)O)C 2-(2-((5-(1-aminoisoquinolin-7-yl)-1-methyl-1H-pyrazolo[3,4-b]pyridin-3-yl)methoxy)phenyl)acetic acid